ClC=1C(=NC(=NC1)N[C@@H]1C[C@H]2CO[C@@H]([C@H]1O)O2)C=2C=C1C=C(C=NC1=C(C2)F)CN2[C@H](COC[C@@H]2C)C (1S,3R,4S,5R)-3-((5-chloro-4-(3-(((3S,5S)-3,5-dimethylmorpholino)methyl)-8-fluoroquinolin-6-yl)pyrimidin-2-yl)amino)-6,8-dioxabicyclo[3.2.1]octan-4-ol